acetyl-8-O-methyl-neuraminic acid C(C)(=O)C1C(C(O)=O)(O)O[C@H]([C@@H]([C@H]1O)N)[C@H](O)[C@H](OC)CO